(2-naphthyl)methyl methacrylate C(C(=C)C)(=O)OCC1=CC2=CC=CC=C2C=C1